(R)-1-((2-(3'-(7-cyano-5-(pyrrolidin-1-ylmethyl)benzo[d]oxazol-2-yl)-2,2'-dimethyl-[1,1'-biphenyl]-3-yl)-6-(difluoromethoxy)benzo[d]oxazol-5-yl)methyl)pyrrolidine-3-carboxylic acid C(#N)C1=CC(=CC=2N=C(OC21)C=2C(=C(C=CC2)C2=C(C(=CC=C2)C=2OC1=C(N2)C=C(C(=C1)OC(F)F)CN1C[C@@H](CC1)C(=O)O)C)C)CN1CCCC1